C(#C)C=1SC(=CC1)C 2-ethynyl-5-methyl-thiophene